(S)-N-(3-(2-((1,5-dimethyl-1H-pyrazol-3-yl)amino)-5-methylpyrimidin-4-yl)-1H-indol-7-yl)-2-(3-((2-(4-methylpiperazin-1-yl)pyrimidin-4-yl)oxy)pyrrolidin-1-yl)acetamide CN1N=C(C=C1C)NC1=NC=C(C(=N1)C1=CNC2=C(C=CC=C12)NC(CN1C[C@H](CC1)OC1=NC(=NC=C1)N1CCN(CC1)C)=O)C